2,2'-iminodiethanol dimesylate S(C)(=O)(=O)O.S(C)(=O)(=O)O.N(CCO)CCO